CC(C(=O)OC)(C)N(C=1C2=C(N=C(N1)C1=NC=CC=C1)CCC2)C methyl 2-methyl-2-{methyl[2-(pyridin-2-yl)-5H,6H,7H-cyclopenta[d]pyrimidin-4-yl]amino}propanoate